NC1=NNC(=C1)C1(CC1)CCO 2-[1-(3-amino-1H-pyrazol-5-yl)cyclopropyl]ethan-1-ol